hexacyclo[21.2.2.23,6.28,11.213,16.218,21]pentatriaconta-1(25),3,5,8,10,13,15,18,20,23,26,28,30,32,34-pentadecaene C=12CC3=CC=C(CC4=CC=C(CC5=CC=C(CC6=CC=C(CC(=CC1)C=C2)C=C6)C=C5)C=C4)C=C3